4-cyano-N-(1,1-dimethylsilacyclohex-4-yl)-1H-pyrrolo[2,3-b]pyridine-2-carboxamide C(#N)C1=C2C(=NC=C1)NC(=C2)C(=O)NC2CC[Si](CC2)(C)C